C(#N)[C@H]1N(CSC1)C(CNC(=O)C1=CC=NC2=CC=C(C=C12)N1C=CC2=C(C=C(C=C12)F)F)=O (R)-N-(2-(4-cyanothiazolidin-3-yl)-2-oxoethyl)-6-(4,6-difluoro-1H-indole-1-yl)-quinoline-4-carboxamide